C[Si]1(O[Si](O[Si](O[Si](O1)(C=C)C)(C=C)C)(C=C)C)C=C tetramethyl-Tetravinylcyclotetrasiloxane